CC1NC2=CC(=CC=C2C1)C1=NNC2=NC=CC=C21 2-methyl-6-{1H-pyrazolo[3,4-b]pyridin-3-yl}-2,3-dihydro-1H-indole